Cl.CN1N=CC2=C(C=CC=C12)C1(CC1)C(N)=N 1-(1-methyl-1H-indazol-4-yl)cyclopropane-1-carboximidamide hydrochloride